BrCC1=C(C=C(C(=O)OC)C=C1)OC methyl 4-(bromomethyl)-3-methoxy-benzoate